C1(=CC=CC=C1)C(COC=1C=2N(N=C(C1)C=1C(NC(NC1)=O)=O)C=CN2)C 5-(8-(2-phenylpropoxy)imidazo[1,2-b]pyridazin-6-yl)pyrimidine-2,4(1H,3H)-dione